N1(CCC1)C1CCN(CC1)C1=CC=C(C=N1)C1=CC=C2N=CC=3N(C2=C1)C(=NC3C)N3C[C@@H](O[C@@H](C3)C)C (2S,6R)-4-(8-(6-(4-(azetidin-1-yl)piperidin-1-yl)pyridin-3-yl)-3-methylimidazo[1,5-a]quinoxalin-1-yl)-2,6-dimethylmorpholine